C(CCCCC)C1CCCCO1 6-hexyltetrahydro-2H-pyran